NC=1C=C(C=C(C1)C(F)(F)F)[C@@H](C)NC1=NC(=NC2=CC3=C(C=C12)N(C(CO3)=O)C)CC (R)-4-((1-(3-amino-5-(trifluoromethyl)phenyl)ethyl)amino)-2-ethyl-6-methyl-6H-[1,4]oxazino[3,2-g]quinazolin-7(8H)-one